6-(2-(2-methyl-6-(trifluoromethyl)pyrimidin-4-yl)-2,6-diazaspiro[3.4]octan-6-yl)-1-(tetrahydro-2H-pyran-2-yl)-3-vinyl-1H-pyrazolo[3,4-b]pyrazine CC1=NC(=CC(=N1)N1CC2(C1)CN(CC2)C2=CN=C1C(=N2)N(N=C1C=C)C1OCCCC1)C(F)(F)F